2-(2-(2-(2-fluoroethoxy)ethoxy)styryl)-N-methylpyridin-2-amine FCCOCCOC1=C(C=CC2(NC=CC=C2)NC)C=CC=C1